kalium-lithium salt [Li].[K]